N=1C=C(N2C1C=CC=C2)C2CN(CCC2)C2=C1N=CNC1=NC(=N2)C(C)C 6-(3-(imidazo[1,2-a]pyridin-3-yl)piperidin-1-yl)-2-isopropyl-9H-purine